N-((4-(5-(3-cyano-4-isopropyloxyphenyl)-1,2,4-oxadiazol-3-yl)Naphthalen-1-yl)Methyl)-N-methylglycine C(#N)C=1C=C(C=CC1OC(C)C)C1=NC(=NO1)C1=CC=C(C2=CC=CC=C12)CN(CC(=O)O)C